3-bromo-4-((1-(cyclopropylmethyl)-1H-pyrazol-4-yl)methyl)-1-Methyl-1H-pyrazole BrC1=NN(C=C1CC=1C=NN(C1)CC1CC1)C